N-(4-ethynylbenzyl)-5,6-difluoro-N-(4-methoxyphenethyl)benzo[d]-thiazol-2-amine C(#C)C1=CC=C(CN(C=2SC3=C(N2)C=C(C(=C3)F)F)CCC3=CC=C(C=C3)OC)C=C1